1-[4-[7-(3-amino-6-methoxy-1-isoquinolyl)-6-chloro-quinazolin-4-yl]piperazin-1-yl]prop-2-en-1-one NC=1N=C(C2=CC=C(C=C2C1)OC)C1=C(C=C2C(=NC=NC2=C1)N1CCN(CC1)C(C=C)=O)Cl